C(CCCCCCCCC)(=O)OCCCCCCN(CCCCCCC(C(=O)[O-])(C(=O)[O-])C)CCCO 2-(6-((6-(decanoyloxy)hexyl)(3-hydroxypropyl)amino)hexyl)-2-methylmalonate